Cl.NC1=C(C=C(OC2=C3C(=NC=C2)NC(N3)=O)C=C1)SC 7-(4-amino-3-(methylthio)phenoxy)-1H-imidazo[4,5-b]pyridin-2(3H)-one hydrochloride